3-Cyano-2-fluoro-N-(1-(1-methyl-1H-pyrazol-4-yl)-1H-indazol-6-yl)benzamide C(#N)C=1C(=C(C(=O)NC2=CC=C3C=NN(C3=C2)C=2C=NN(C2)C)C=CC1)F